C1(CC1)N(C(OC(C)(C)C)=O)C1CN(CC1)C1=NC=C(N=C1)C(NC1=CC2=C(N=C(O2)C)C=C1F)=O tert-butyl cyclopropyl(1-(5-((5-fluoro-2-methylbenzo[d]oxazol-6-yl)carbamoyl)pyrazin-2-yl)pyrrolidin-3-yl)carbamate